5-fluoro-2-(6-fluoro-2-methyl-1H-benzimidazol-1-yl)-N-[4-(trifluoromethyl)phenyl]pyrimidine-4,6-diamine FC=1C(=NC(=NC1N)N1C(=NC2=C1C=C(C=C2)F)C)NC2=CC=C(C=C2)C(F)(F)F